N1=C(C=CC(=C1)CNC1=CC(=CC=C1)F)CNC1=CC(=CC=C1)F N,N'-(Pyridine-2,5-diylbis(methylene))bis(3-fluoroaniline)